COC=1C=C2C(=CNC2=CC1)CCN(C)C 2-(5-methoxy-1H-indol-3-yl)-N,N-dimethyl-ethylamine